(2S,6R)-4-benzyl-2-methyl-6-(trifluoromethyl)morpholine C(C1=CC=CC=C1)N1C[C@@H](O[C@H](C1)C(F)(F)F)C